C1(=CC=CC=C1)S(=O)(=O)N1CC(C1)C1=C(N=C(S1)N(C)C=1N=NC(=C(C1)C)NC=1SC2=C(N1)C=CC=C2)C(=O)OCC ethyl 5-[1-(benzenesulfonyl)azetidin-3-yl]-2-({6-[(1,3-benzothiazol-2-yl)amino]-5-methylpyridazin-3-yl}(methyl)amino)-1,3-thiazole-4-carboxylate